C(CC)[SiH](OC1=CC=CC=C1)OCCOC propyl-methoxyethoxyphenoxysilane